n-hexadecyl 3,5-di-tert-butyl-4-hydroxybenzoate C(C)(C)(C)C=1C=C(C(=O)OCCCCCCCCCCCCCCCC)C=C(C1O)C(C)(C)C